N1(CCC1)C=1C=CC=2N(N1)C(=C(N2)C2=C(C=CC=C2)F)C(=O)N[C@@H]2C(NC1=C(C(=N2)C2=CC=CC=C2)C=CC=C1F)=O 6-(Azetidin-1-yl)-N-[(3S)-9-fluoro-2-oxo-5-phenyl-1,3-dihydro-1,4-benzodiazepin-3-yl]-2-(2-fluoro-phenyl)imidazo[1,2-b]pyridazine-3-carboxamide